C(C)(C)(C)OC(=O)N1[C@@H](C[C@H](C1)F)C(NC1=C(C(=C(C=C1)F)Br)F)=O (2S,4R)-2-((3-bromo-2,4-difluorophenyl)carbamoyl)-4-fluoropyrrolidine-1-carboxylic acid tert-butyl ester